2'-fluoro-4'-methoxy-5'-((3-((3-(pentafluoro-λ6-sulfaneyl)phenyl)carbamoyl)bicyclo[2.2.1]heptan-2-yl)carbamoyl)-[1,1'-biphenyl]-4-carboxylic acid FC1=C(C=C(C(=C1)OC)C(NC1C2CCC(C1C(NC1=CC(=CC=C1)S(F)(F)(F)(F)F)=O)C2)=O)C2=CC=C(C=C2)C(=O)O